N-(5-benzyl-pyridin-2-yl)-1-methyl-6-oxo-1,4,5,6-tetrahydropyridazine-3-carboxamide C(C1=CC=CC=C1)C=1C=CC(=NC1)NC(=O)C1=NN(C(CC1)=O)C